3-oxo-1-(4-(trifluoromethyl)phenyl)-2,3-dihydroisoquinoline-6-carboxylic acid O=C1NC(=C2C=CC(=CC2=C1)C(=O)O)C1=CC=C(C=C1)C(F)(F)F